[(2S)-1-Methylpiperidin-2-yl]methyl methanesulfonate CS(=O)(=O)OC[C@H]1N(CCCC1)C